butyl ((2-bromo-3-methyl-1H-indol-5-yl)methyl)carbamate BrC=1NC2=CC=C(C=C2C1C)CNC(OCCCC)=O